Cl.Cl.Cl.C(CN(CC(=O)O)CC(=O)O)N(CC(=O)O)CC(=O)O ethylenediaminetetraacetic acid, trishydrochloride